O=C1N(CCC(N1)=O)C1=CC=C(CN2CCN(CC2)C2=CC=C(C=N2)C=2C=C(C=3C=NN(C3C2)C(C)C)C(=O)NCC=2C(NC(=CC2CCC)C)=O)C=C1 6-(6-(4-(4-(2,4-dioxotetrahydropyrimidin-1(2H)-yl)benzyl)piperazin-1-yl)pyridin-3-yl)-1-isopropyl-N-((6-methyl-2-oxo-4-propyl-1,2-dihydropyridin-3-yl)methyl)-1H-indazole-4-carboxamide